ethyl-4-pentynoate C(C)OC(CCC#C)=O